C(C1=CC=CC=C1)SC1=CC=C(C=C1)N(C([C@H](CC1=CC=CC=C1)NC(OC(C)(C)C)=O)=O)C (S)-tert-butyl 1-((4-(benzylthio)phenyl)(methyl)amino)-1-oxo-3-phenylpropan-2-ylcarbamate